8-iodo(bromo)-1-naphthylamine IC=1C=CC=C2C=CC=C(C12)NBr